6-[3-(5-chloro-2,4-difluoro-phenyl)-1H-pyrazol-4-yl]-N-methyl-N-(1-methyl-4-piperidyl)-1,5-naphthyridin-3-amine ClC=1C(=CC(=C(C1)C1=NNC=C1C=1N=C2C=C(C=NC2=CC1)N(C1CCN(CC1)C)C)F)F